(2S)-2-((4-bromo-2-fluorophenoxy)((4-formyl-5-hydroxy-6-methylpyridin-3-yl)methoxy)phosphorylamino)propionic acid isopropyl ester C(C)(C)OC([C@H](C)N=P(=O)OC(C=1C=NC(=C(C1C=O)O)C)OC1=C(C=C(C=C1)Br)F)=O